2-(4-(4-acetylpiperazin-1-yl)phenylamino)-4-(isopropyl-amino)pyrimidine-5-carboxamide C(C)(=O)N1CCN(CC1)C1=CC=C(C=C1)NC1=NC=C(C(=N1)NC(C)C)C(=O)N